N-{4-fluoro-3-[5-(methylamino)-2H-pyrazolo[3,4-b]pyridin-2-yl]phenyl}-2,4-dimethyl-1,3-oxazole-5-carboxamide FC1=C(C=C(C=C1)NC(=O)C1=C(N=C(O1)C)C)N1N=C2N=CC(=CC2=C1)NC